FC1=CC=C(C=C1)NC(C(C)C=1C=C2CCCN(C2=CC1)C(=O)C=1C=NN(C1)C)=O N-(4-fluorophenyl)-2-[1-(1-methyl-1H-pyrazole-4-carbonyl)-1,2,3,4-tetrahydroquinolin-6-yl]propanamide